NCC1=CC(NC=C1)=O 4-aminomethyl-1H-pyridine-2-one